α-amino-propyltriethoxysilane NC(CC)[Si](OCC)(OCC)OCC